Cl.OC1(CCNCC1)C1=CC=C(C=C1)C(=O)N1CCC(CC1)NC1=CC=C(C=C1)C(F)(F)F (4-(4-hydroxypiperidin-4-yl)phenyl)(4-((4-(trifluoromethyl)phenyl)amino)piperidin-1-yl)methanone hydrochloride